CC(C)(SCC(=O)O)SCC(=O)O 2,2'-[propane-2,2-diylbis(thio)]Diacetic acid